4-(3-((4-chloro-2-fluorobenzyl)oxy)-4-fluorophenyl)-1,2,3,6-tetrahydropyridine TFA salt OC(=O)C(F)(F)F.ClC1=CC(=C(COC=2C=C(C=CC2F)C=2CCNCC2)C=C1)F